4-chloro-2-iodo-N-(1-methyl-1H-1,2,3-triazol-4-yl)benzamide ClC1=CC(=C(C(=O)NC=2N=NN(C2)C)C=C1)I